C(C=CC1=CC=CC=C1)(=O)OC[C@H]1OC([C@@H]([C@H]([C@@H]1O)O)O)OC ((2R,3S,4S,5R)-3,4,5-trihydroxy-6-methoxytetrahydro-2H-pyran-2-yl)methyl cinnamate